NCCN1CC=2N(CC1C)N=C(C2)C(=O)OCC Ethyl 5-(2-aminoethyl)-6-methyl-6,7-dihydro-4H-pyrazolo[1,5-a]pyrazine-2-carboxylate